O=C1NC(CCC1NC1=CC(=C(C=C1)N1CCC(CC1)N1CCC(CC1)NC(=O)[C@@H]1CC[C@H](CC1)NC1=NC=C(C(=N1)C1=CC(=CC=C1)N1C(CCCC1)=O)F)F)=O trans-N-(1'-(4-((2,6-dioxopiperidin-3-yl)amino)-2-fluorophenyl)-[1,4'-bipiperidin]-4-yl)-4-((5-fluoro-4-(3-(2-oxopiperidin-1-yl)phenyl)pyrimidin-2-yl)amino)cyclohexane-1-carboxamide